C1(CCCC1)N1CCN(CC1)C1=CC=C2C(CN(CC2=C1)C(=O)C1=CC(=NN1C)C)(C)C (7-(4-cyclopentylpiperazin-1-yl)-4,4-dimethyl-3,4-dihydroisoquinolin-2(1H)-yl)(1,3-dimethyl-1H-pyrazol-5-yl)methanone